ClC1=C(C=CC=C1Cl)SC=1N=CC(=NC1C)N1CCC(CC1)(C(NC1CCOCC1)=O)NC(OC(C)(C)C)=O tert-butyl (1-(5-((2,3-dichlorophenyl)thio)-6-methylpyrazin-2-yl)-4-((tetrahydro-2H-pyran-4-yl)carbamoyl)piperidin-4-yl)carbamate